tert-butyl 4-(((1R,5S)-6-((4-(4-chloro-7,7-dimethyl-5-oxo-5,7-dihydroindolo[1,2-a]quinazolin-10-yl)piperidin-1-yl)methyl)-3-azabicyclo[3.1.0]hexan-3-yl)methyl)piperidine-1-carboxylate ClC=1C=2C(N=C3N(C2C=CC1)C1=CC(=CC=C1C3(C)C)C3CCN(CC3)CC3[C@@H]1CN(C[C@H]31)CC3CCN(CC3)C(=O)OC(C)(C)C)=O